C(C)(C)(C)NSC=1SC2=C(N1)C=CC=C2 N-tert-butyl-2-benzothiazol-sulphenamide